2-methyl-3-isopropenyl-5-(2-chloro-5-fluoropyrimidin-4-yl)-7-fluoro-2H-indazole CN1N=C2C(=CC(=CC2=C1C(=C)C)C1=NC(=NC=C1F)Cl)F